6-amino-3-bromo-7-[4-[(6-methyl-2-pyridinyl)oxy]phenyl]pyrrolo[1,2-a]pyrazine-8-carbonitrile NC1=C(C(=C2N1C=C(N=C2)Br)C#N)C2=CC=C(C=C2)OC2=NC(=CC=C2)C